C(C)(=O)O.N1=CN=C2NC=NC2=C1N1C[C@@H](CCC1)NC(C=C)=O (R)-N-(1-(9H-purin-6-yl)piperidin-3-yl)acrylamide acetate salt